2-amino-5-(4-((1S,5R)-3-isopropyl-3-azabicyclo[3.1.0]hex-1-yl)phenyl)nicotinic acid methyl ester COC(C1=C(N=CC(=C1)C1=CC=C(C=C1)[C@]12CN(C[C@@H]2C1)C(C)C)N)=O